Cl.N[C@H](C(=O)OC(C)(C)OC(C(CC(=O)O)N)=O)CC(=O)O.ClP(C1=COC=C1)C1=COC=C1 chlorodi(furan-3-yl)phosphane O1-(propane-2,2-diyl) (2S,2'S)-bis(2-amino succinate) hydrochloride